COC=1C=C2C(=NC1C=1C(=C(C=CC1)CC#N)C)C(=NN2)C=2C=NN(C2)C (3-(6-methoxy-3-(1-methyl-1H-pyrazol-4-yl)-1H-pyrazolo[4,3-b]pyridin-5-yl)-2-methylphenyl)acetonitrile